CN(C(CC(=O)N)=O)[C@@H]([C@H](CC)C)C(N[C@H]1CCC=2C=CC=C3C[C@H](N(C23)C1=O)C(NCC=1N=NNC1)=O)=O N-Methyl-N-((1S,2S)-2-methyl-1-{(2S,5S)-4-oxo-2-[(1H-[1,2,3]triazol-4-ylmethyl)-carbamoyl]-1,2,4,5,6,7-hexahydro-azepino[3,2,1-hi]indol-5-ylcarbamoyl}-butyl)-malonamide